2,7-dichloro-4-(3,3-difluoropyrrolidin-1-yl)-8-fluoro-5-methylpyrido[4,3-d]pyrimidine ClC=1N=C(C2=C(N1)C(=C(N=C2C)Cl)F)N2CC(CC2)(F)F